NC1=C2CN(C(C2=CC=C1)=O)[C@H]1C(NC(CC1)=O)=O |r| (RS)-3-(4-amino-1-oxo-1,3-dihydro-2H-isoindol-2-yl)piperidine-2,6-dione